Cl.Cl.FC1CCN(CC1)CC(N)C=1C=NN(C1)C 2-(4-fluoropiperidin-1-yl)-1-(1-methyl-1H-pyrazol-4-yl)ethan-1-amine bis-hydrochloride